tert-butyl 7-(1-((2-cyclopropylimidazo[1,2-a]pyridin-6-yl)carbamoyl)-2,3-dihydro-1H-pyrrolo[2,3-b]pyridin-4-yl)-4,7-diazaspiro[2.5]octane-4-carboxylate C1(CC1)C=1N=C2N(C=C(C=C2)NC(=O)N2CCC=3C2=NC=CC3N3CCN(C2(CC2)C3)C(=O)OC(C)(C)C)C1